tert-butyl 1-(1-(3-(2,6-dioxopiperidin-3-yl)-1-methyl-1H-indazol-7-yl)piperidin-4-yl)-3-methyl-5,6-dihydroimidazo[1,5-a]pyrazine-7(8H)-carboxylate O=C1NC(CCC1C1=NN(C2=C(C=CC=C12)N1CCC(CC1)C=1N=C(N2C1CN(CC2)C(=O)OC(C)(C)C)C)C)=O